[C@H]12CN(C[C@H](CC1)N2)C=2C1=C(N=C(N2)OCC23CCCN3CC(C2)C)C(=C(N=C1OC)C1=CC=CC2=CC=C(C(=C12)C=C)F)F 4-(4-((1R,5S)-3,8-diazabicyclo[3.2.1]oct-3-yl)-8-fluoro-5-methoxy-2-((2-Methyltetrahydro-1H-pyrrolizin-7a(5H)-yl)methoxy)pyrido[4,3-d]pyrimidin-7-yl)-6-fluoro-5-vinylnaphthalene